N-((4-(cyclopropanesulfonamido)pyridin-2-yl)(piperidin-4-yl)methyl)-5-(6-ethoxypyrazin-2-yl)thiazole-2-carboxamide C1(CC1)S(=O)(=O)NC1=CC(=NC=C1)C(NC(=O)C=1SC(=CN1)C1=NC(=CN=C1)OCC)C1CCNCC1